CCCCC normal-Pentan